tert-butyl (2R,4R)-4-[(6-iodopyridazin-3-yl)(methyl)amino]-2-methylpiperidine-1-carboxylate IC1=CC=C(N=N1)N([C@H]1C[C@H](N(CC1)C(=O)OC(C)(C)C)C)C